FC1=C(C=CC(=C1)F)CNC(=O)C1=CN2[C@H]3[C@](CC[C@@H](N(C(C2=C(C1=O)O)=O)C3)C)(C)O (1R,10S,13R)-N-[(2,4-difluorophenyl)methyl]-6,13-dihydroxy-10,13-dimethyl-5,8-dioxo-2,9-diazatricyclo[7.4.1.02,7]tetradeca-3,6-diene-4-carboxamide